2-((1-Aminocyclopentyl)methoxy)-4-bromo-6-(methylthio)benzonitrile NC1(CCCC1)COC1=C(C#N)C(=CC(=C1)Br)SC